i-nonane CCCCCCC(C)C